C(C)[C@]1(CC[C@@]2([C@H]3CC[C@@]4([C@H](CC[C@H]4[C@@H]3CC[C@@H]2C1)[C@H](C)[C@@H](CCCC)O)C)C)O (3R,5R,8R,9S,10S,13S,14S,17R)-3-ethyl-17-((2S,3R)-3-hydroxyheptan-2-yl)-10,13-dimethylhexadecahydro-1H-cyclopenta[a]phenanthren-3-ol